ClC1=NC=C(C(=O)NC)C(=C1)NC1=CSC2=C1C(N(C=C2)C)=O 6-Chloro-N-methyl-4-((5-methyl-4-oxo-4,5-dihydrothieno[3,2-c]pyridin-3-yl)amino)nicotinamide